2,5-dioxopyrrolidin-1-yl 3,3,3-trifluoro-2-methylpropionate FC(C(C(=O)ON1C(CCC1=O)=O)C)(F)F